(S)-2-(6,8-dimethyl-4-oxopyrrolo[1,2-d][1,2,4]triazin-3(4H)yl)-N-(1-(4-methoxyphenyl)ethyl)acetamide methyl-N-[5-(4,4,5,5-tetramethyl-1,3,2-dioxaborolan-2-yl)-2-pyridyl]carbamate COC(NC1=NC=C(C=C1)B1OC(C(O1)(C)C)(C)C)=O.CC1=CC(=C2N1C(N(N=C2)CC(=O)N[C@@H](C)C2=CC=C(C=C2)OC)=O)C